C[Si](C=C[SiH2]C(NCCC[Si](OCC)(OCC)OCC)NCCC[Si](OCC)(OCC)OCC)(OCC)OCC 1-methyldiethoxysilyl-2-bis(triethoxysilylpropylamino)methylsilyl-ethylene